ClC1=C2CCC3(CCC=4C(=NC(=NC4C3)OC[C@H]3N(CCC3)C(C)C)N3C[C@@H](NCC3)CC#N)C2=CC=C1 2-((2S)-4-(4-Chloro-2'-(((S)-1-isopropylpyrrolidin-2-yl)methoxy)-2,3,5',8'-tetrahydro-6'H-spiro[indene-1,7'-quinazolin]-4'-yl)piperazin-2-yl)acetonitrile